methyl N-acetyl-S-(2-(2-fluoro-11-oxo-10,11-dihydro-5H-dibenzo[b,e][1,4]diazepin-5-yl)-2-oxoethyl)-L-cysteinate C(C)(=O)N[C@@H](CSCC(=O)N1C2=C(NC(C3=C1C=CC(=C3)F)=O)C=CC=C2)C(=O)OC